CNCCNC([C@H](N)C)=O N-[2-(methylamino)ethyl]-D-alaninamide